8-(hydroxymethyl)-5-methyl-3-((1-methyl-1H-pyrazol-3-yl)methyl)-3H-pyrido[4',3':4,5]pyrrolo[2,3-d]pyridazin-4(5H)-one OCC1=CC2=C(N(C=3C(N(N=CC32)CC3=NN(C=C3)C)=O)C)C=N1